3-(6-(piperidin-3-yl)pyridin-2-yl)pyrazolo[1,5-a]pyridine-5-carbonitrile N1CC(CCC1)C1=CC=CC(=N1)C=1C=NN2C1C=C(C=C2)C#N